[NH4+].[NH4+].[Mg+2] Magnesium Diammonium